(E)-3-[3-[[1-(4-Chlorophenyl)triazol-4-yl]methoxy]-4-methoxyphenyl]-1-(2-hydroxy-4,6-dimethoxyphenyl)prop-2-en-1-one ClC1=CC=C(C=C1)N1N=NC(=C1)COC=1C=C(C=CC1OC)/C=C/C(=O)C1=C(C=C(C=C1OC)OC)O